tert-butyl 2-(4-fluorophenyl)-4-methyl-3-(1H-pyrrolo[2,3-b]pyridin-4-yl)-6,7-dihydropyrazolo[1,5-a]pyrazine-5(4H)-carboxylate FC1=CC=C(C=C1)C1=NN2C(C(N(CC2)C(=O)OC(C)(C)C)C)=C1C1=C2C(=NC=C1)NC=C2